tert-butyl (4S)-4-carbamoyl-4-(4-{2-[(1R,3S)-5-(3-methoxy-4-nitrobenzoyl)-5-azaspiro[2.5]octan-1-yl]ethynyl}-1-oxo-3H-isoindol-2-yl)butanoate C(N)(=O)[C@H](CCC(=O)OC(C)(C)C)N1C(C2=CC=CC(=C2C1)C#C[C@H]1C[C@]12CN(CCC2)C(C2=CC(=C(C=C2)[N+](=O)[O-])OC)=O)=O